C(C)(C)(C)OP(=O)(OC(C)(C)C)OCOC(=O)NCC(CC(=O)OCC1=CC=CC=C1)(C)C benzyl 4-(((((di-tert-butoxyphosphoryl)oxy)methoxy)carbonyl)amino)-3,3-dimethylbutanoate